2-carboxyacrylamide C(=O)(O)C(C(=O)N)=C